N-(2-(4-benzylpiperidin-1-yl)ethyl)-1H-indol-3-carboxamide C(C1=CC=CC=C1)C1CCN(CC1)CCNC(=O)C1=CNC2=CC=CC=C12